C(C)(C)(C)OC(=O)N1C[C@@H](N(CC1)C1=NC=CC2=C1C(=CN2S(=O)(=O)C2=CC=CC=C2)C2(CC2)C)C (S)-3-methyl-4-(3-(1-methylcyclopropyl)-1-(benzenesulfonyl)-1H-pyrrolo[3,2-c]pyridin-4-yl)piperazine-1-carboxylic acid tert-butyl ester